N-[[6-(trifluoromethyl)pyridin-3-yl]methyl]acetamid FC(C1=CC=C(C=N1)CNC(C)=O)(F)F